N=1ON=C2C1C=CC=C2S(=O)(=O)NC2CC(C2)=NC2=C1C(=NC=C2C#N)NC=C1 (cis)-4-{[3-(benzo[c][1,2,5]oxadiazole-4-sulfonylamino)-cyclobutyl-1-yl]-amino}-1H-pyrrolo[2,3-b]pyridine-5-carbonitrile